1-(6-((1H-1,2,3-triazol-4-yl)methoxy)-3,4-dihydroquinolin-1(2H)-yl)-2-chloroethan-1-one N1N=NC(=C1)COC=1C=C2CCCN(C2=CC1)C(CCl)=O